CO 2E-methanol